3-benzyloxy-N-(4-trifluoromethylpyridin-2-yl)thiophene-2-carboxamide C(C1=CC=CC=C1)OC1=C(SC=C1)C(=O)NC1=NC=CC(=C1)C(F)(F)F